BrC1=C(C=CC(=C1)C(C)(C)C)O 2-bromo-4-tert-butylphenol